FC1=CN(C2=NC(=CC=C21)C=C2CC1(CN(C1)C(=O)OC(C)(C)C)C2)C tert-Butyl 6-((3-fluoro-1-methyl-1H-pyrrolo[2,3-b]pyridin-6-yl)methylene)-2-azaspiro[3.3]heptane-2-carboxylate